NC(/C(=C/C=1C(=CC2=C(NC(=N2)C2=CC=C(C=C2)/C=C/C(=O)NO)C1)N1CCN(CC1)C)/C)=O (E)-3-(4-(6-((E)-3-amino-2-methyl-3-oxoprop-1-en-1-yl)-5-(4-methylpiperazin-1-yl)-1H-benzimidazol-2-yl)phenyl)-N-hydroxyacrylamide